N1=CC=CC2=CC=CC(=C12)NS(=O)(=O)C=1C(=NC=CC1)C(F)(F)F N-(quinolin-8-yl)-2-(trifluoromethyl)pyridine-3-sulfonamide